FC1CC(N(C1)C(CC1=C2C=CC(=NC2=CC=C1)C)=O)C(=O)NC(C1=CC=CC=C1)C1=NC(=C(C=C1)C(C)C)F 4-fluoro-N-{[6-fluoro-5-(propan-2-yl)pyridin-2-yl](phenyl)methyl}-1-[2-(2-methylquinolin-5-yl)acetyl]pyrrolidine-2-carboxamide